O=C1NC(CCC1C1=NN(C2=CC=CC=C12)CC(=O)NC=1N=CSC1)=O 2-(3-(2,6-Dioxopiperidin-3-yl)-1H-indazol-1-yl)-N-(thiazol-4-yl)acetamide